9-fluoro-8-[1-(2-methoxy-ethyl)-1H-indol-4-yl]-1,4,4,7-tetramethyl-5H-[1,2,4]triazolo[4,3-a]quinoxaline FC=1C(=C(C=C2NC(C=3N(C12)C(=NN3)C)(C)C)C)C3=C1C=CN(C1=CC=C3)CCOC